FC(C=1C(=C(C=CC1)[C@@H](C)NC=1C2=C(N=C(N1)C)C=NC(=C2)P(=O)(C(C)C)C)F)F N-{(1R)-1-[3-(difluoromethyl)-2-fluorophenyl]ethyl}-2-methyl-6-[methyl(propan-2-yl)phosphoryl]pyrido[3,4-d]pyrimidin-4-amine